C(#N)C1=CC(=C(C=C1)N1CC(N(C2(CC(C2)C(=O)N(C)C2CC2)C1=O)CC1=CC=C(C=C1)C(F)(F)F)=O)F 8-(4-cyano-2-fluorophenyl)-N-cyclopropyl-N-methyl-6,9-dioxo-5-(4-(trifluoromethyl)benzyl)-5,8-diazaspiro[3.5]nonane-2-carboxamide